1,2-cyclohexanedicarboxylic acid sodium salt [Na+].C1(C(CCCC1)C(=O)[O-])C(=O)[O-].[Na+]